[C@@H]1([C@H](CCCC1)O)O (1R,2S)-cyclohexane-1,2-diol